N1=CC=CC=2N(C=3C=CC=CC3C21)CC2=CC(=C(CP(OC(C)(C)C)(OC(C)(C)C)=O)C=C2)F Di-tert-butyl (4-((5H-pyrido[3,2-b]indol-5-yl)methyl)-2-fluorobenzyl)phosphonate